C1(CC1)NC(=O)NC1=CC=C(C=C1)CN1C2=NC(=NC=C2N(C1=O)C)C1=C(C=CC=C1)C(C)C 1-cyclopropyl-3-(4-((2-(2-isopropylphenyl)-7-methyl-8-oxo-7,8-dihydro-9H-purin-9-yl)methyl)phenyl)urea